1-methyl-3-(4-methylpentyl)-3-cyclohexene-formaldehyde CC1(CC(=CCC1)CCCC(C)C)C=O